7-chloro-3-(difluoromethyl)quinoxalin-2(1H)-one ClC1=CC=C2N=C(C(NC2=C1)=O)C(F)F